COC=1C(=C2C=CNC2=C(C1)C)CN1[C@@H](C[C@H](CC1)N1CC(C1)C(F)(F)F)C1=CC=C(C(=O)O)C=C1 4-((2S,4S)-1-((5-methoxy-7-methyl-1H-indol-4-yl)methyl)-4-(3-(trifluoromethyl)azetidin-1-yl)piperidin-2-yl)benzoic acid